ClC1=CC=C(S1)CC(C)O 1-(5-Chloro-2-thienyl)propan-2-ol